C(/C1=CC=CC=C1)=C\1/CN(C\C(\C1=O)=C/C1=CC=CC=C1)C(C1=CC=C(C=C1)\C=C\C(=O)C1=CC=C(C=C1)O)=O (3E,5E)-3,5-Dibenzylidene-1-[4-[(E)-3-(4-hydroxyphenyl)-3-oxo-prop-1-enyl]benzoyl]piperidin-4-one